C(CCCCCCC\C=C/C\C=C/CCCCC)(=O)OCC(O)CO monoglycerol linoleate